C(C)(C)N1C(=NN=C1)C=1C=C2C(=NNC2=CC1)C=1C=C(SC1)C(=O)N 4-(5-(4-isopropyl-4H-1,2,4-triazol-3-yl)-1H-indazol-3-yl)thiophene-2-carboxamide